ClC=1C=C(C=CC1F)NC(N(C=1C=NC(=CC1)OC)CC1=NNC(=C1CCO)C(F)(F)F)=O 3-(3-Chloro-4-fluorophenyl)-1-((4-(2-hydroxyethyl)-5-(trifluoromethyl)-1H-pyrazol-3-yl)methyl)-1-(6-methoxypyridin-3-yl)urea